2-[7-(Azetidin-3-yl)-1-methylimidazo[1,5-a]pyridin-5-yl]-N-ethyl-5-fluoro-N-(isopropyl)benzamide N1CC(C1)C1=CC=2N(C(=C1)C1=C(C(=O)N(C(C)C)CC)C=C(C=C1)F)C=NC2C